C(C1=CC=CC=C1)OC=1C(=C(C(=CC1)C)C1=C2C(=NC(=C1)C(=O)N)N(C=C2C#N)C2=NC=CC=C2F)C 4-(3-(Benzyloxy)-2,6-dimethylphenyl)-3-cyano-1-(3-fluoropyridin-2-yl)-1H-pyrrolo[2,3-b]pyridine-6-carboxamide